Ethyl 5-bromo-1,3,4-oxadiazole-2-carboxylate BrC1=NN=C(O1)C(=O)OCC